ClC=1C2=C(N=CN1)N(C=C2)COCC[Si](C)(C)C 4-chloro-7-{[2-(trimethylsilyl)ethoxy]methyl}-7H-pyrrolo[2,3-d]pyrimidine